(R)-N-(6-(4-cyanopiperidin-1-yl)-2-(hydroxymethyl)-2-methyl-2,3-dihydrobenzofuran-5-yl)pyrazolo[1,5-a]pyrimidine-3-carboxamide C(#N)C1CCN(CC1)C1=CC2=C(C[C@](O2)(C)CO)C=C1NC(=O)C=1C=NN2C1N=CC=C2